(S)-4-Fluoro-3-(6-(1-(2-hydroxy-2-methylpropyl)-1H-pyrazol-4-yl)-5-((tetrahydrofuran-3-yl)amino)pyrazolo[1,5-a]pyrimidin-3-yl)-N,5-dimethylbenzamide FC1=C(C=C(C(=O)NC)C=C1C)C=1C=NN2C1N=C(C(=C2)C=2C=NN(C2)CC(C)(C)O)N[C@@H]2COCC2